[Si](C)(C)(C(C)(C)C)OC(CC=O)C1=NN(C(=C1)C(=O)OCC)COCC[Si](C)(C)C ethyl 3-(1-((tert-butyldimethylsilyl) oxy)-3-oxopropyl)-1-((2-(trimethylsilyl) ethoxy) methyl)-1H-pyrazole-5-carboxylate